2-bromo-6-fluoro-N-(Pyridin-3-yl)-4-(trifluoromethyl)benzamide BrC1=C(C(=O)NC=2C=NC=CC2)C(=CC(=C1)C(F)(F)F)F